FC(C(=O)O)(F)F.COC(=O)C1=NC2=C(C=CC=C2C=C1)F 8-fluoroquinoline-2-carboxylic acid methyl ester trifluoroacetate